CC1=C(N=C2N(C1=O)C1=C(N2)C=CC=C1)[C@@H](C)CC(F)(F)F (S)-3-Methyl-2-(4,4,4-trifluorobutan-2-yl)benzo[4,5]imidazo[1,2-a]pyrimidin-4(10H)-one